OC1=C(C(=C(C(=C1C(C(=O)O)=C)O)O)O)O pentahydroxy-phenylacrylic acid